OC1=C(C=O)C=CC(=C1OC)O 2,4-Dihydroxy-3-methoxy-benzaldehyd